ClC1=NC=C(C(=C1)F)C#CC1=NN(C=C1)C 2-chloro-4-fluoro-5-((1-methyl-1H-pyrazol-3-yl)ethynyl)pyridine